[Cl-].C(=O)(O)C1C(CCC2=CC=C(C=C12)OC1=C(C=CC=C1)C1=C(C(=C(C(=C1F)F)F)F)F)[NH3+] carboxy-7-((2',3',4',5',6'-pentafluoro-[1,1'-biphenyl]-2-yl)oxy)-1,2,3,4-tetrahydronaphthalene-2-aminium chloride